C(CC)(=O)OC(CCCC)CCC 5-octyl propionate